CN(CCNC(C1=CN=CC(=C1)N1C[C@@H](CC1)C1=C(C=CC(=C1)C(NC=1C=NC=C(C1)C(F)(F)F)=O)C)=O)C (S)-N-(2-(dimethylamino)ethyl)-5-(3-(2-methyl-5-((5-(trifluoromethyl)pyridin-3-yl)carbamoyl)phenyl)pyrrolidin-1-yl)nicotinamide